potassium ammonia nitrogen [N].N.[K]